tert-butyl (3-bromo-2,4-difluorophenyl) dicarbamate C(N)(OC(C)(C)C)=O.C(N)(OC1=C(C(=C(C=C1)F)Br)F)=O